FC(CC[C@H]1N(S(C2=C(N(C1)C1=CC(=CC=C1)F)N=C(C(=C2)OCC2(CC2)C(=O)O)SC)(=O)=O)C)(C)F (R)-1-(((3-(3,3-difluorobutyl)-5-(3-fluorophenyl)-2-methyl-7-(methylthio)-1,1-dioxido-2,3,4,5-tetrahydropyrido[2,3-f][1,2,5]thiadiazepin-8-yl)oxy)methyl)cyclopropane-1-carboxylic acid